(3R)-4-amino-N-((5-cyclopropyl-2-pyridinyl)methyl)-3-methyl-N-(2-propanyl)-1,3-dihydrofuro[3,4-c]quinoline-8-carboxamide NC1=NC=2C=CC(=CC2C2=C1[C@H](OC2)C)C(=O)N(C(C)C)CC2=NC=C(C=C2)C2CC2